FC1=C2C=NC(=NC2=CC=C1)N[C@H]1CN(CC1)C(=O)C1=CC=C(C=C1)NC(C=C)=O (R)-N-(4-(3-((5-fluoroquinazolin-2-yl)amino)pyrrolidine-1-carbonyl)phenyl)acrylamide